BrC1=NOC(=C1)[C@@]1(CN2[C@H](CO1)CN(CC2)C(=O)C2=C(C(=CC=C2)OC)Cl)O [(3S,9aS)-3-(3-bromoisoxazol-5-yl)-3-hydroxy-1,4,6,7,9,9a-hexahydropyrazino[2,1-c][1,4]oxazin-8-yl]-(2-chloro-3-methoxyphenyl)methanone